(S)-6-(1-(4-fluorobenzyl)-1H-pyrazole-4-carbonyl)-2-(1-(trifluoromethyl)cyclopropanecarbonyl)-2,6-diazaspiro[3.4]octane-8-carboxylic acid FC1=CC=C(CN2N=CC(=C2)C(=O)N2CC3(CN(C3)C(=O)C3(CC3)C(F)(F)F)[C@@H](C2)C(=O)O)C=C1